C(=O)(O)CCCCCCCCC1C(C(C(C(C1O)O)CCC)CCC)C(C(=O)O)CCCCCCC(C(C)O)O [2-(8-carboxyoctyl)-3,4-dihydroxy-5,6-dipropylcyclohexyl]-9,10-dihydroxyundecanoic acid